(E)-N'-cyano-N-((2,6-diisopropylphenyl)carbamoyl)-2-((S)-1-isopropyl-2-methylpyrrolidin-2-yl)ethene-1-sulfonimidamide C(#N)N=S(=O)(NC(NC1=C(C=CC=C1C(C)C)C(C)C)=O)\C=C\[C@]1(N(CCC1)C(C)C)C